C(C)(C)(C)OC(=O)N1CCN(CC1)C=1C(=C2C(=CN1)N(C=C2)COCC[Si](C)(C)C)C 4-(4-methyl-1-((2-(trimethylsilyl)ethoxy)methyl)-1H-pyrrolo[2,3-c]Pyridin-5-yl)piperazine-1-carboxylic acid tert-butyl ester